NC=1N=C(SC1C(=O)C=1C=CC(=NC1)NC(OCC1=CC=CC=C1)=O)NC1=CC=C(C=C1)F Benzyl N-[5-[4-amino-2-(4-fluoroanilino)thiazole-5-carbonyl]-2-pyridyl]carbamate